N-(3-carbamoylbenzyl)-2-(3,5-dichlorophenyl)-1-((1S,3R)-3-(methylcarbamoyl)cyclopentyl)-1H-benzo[d]imidazole-6-carboxamide C(N)(=O)C=1C=C(CNC(=O)C=2C=CC3=C(N(C(=N3)C3=CC(=CC(=C3)Cl)Cl)[C@@H]3C[C@@H](CC3)C(NC)=O)C2)C=CC1